butyltin hydroxide C(CCC)[Sn](O)(O)O